C[C@H]1CN(CCN1C)C1=C(C=C(C=C1)C#C)NC(=O)C1=CNC(C=C1C(F)(F)F)=O (S)-N-(2-(3,4-dimethylpiperazin-1-yl)-5-ethynylphenyl)-6-oxo-4-(trifluoromethyl)-1,6-dihydropyridine-3-carboxamide